OC=1C=C(C=CC1O)C[C@H](C(=O)O)OC(\C=C\C1=C(C(=C(C=C1)O)O)\C=C\C1=CC(=C(C=C1)O)O)=O (R)-3-(3,4-dihydroxyphenyl)-2-(((E)-3-(2-((E)-3,4-dihydroxystyryl)-3,4-dihydroxyphenyl)propenoyl)oxy)propanoic acid